2-(1-(3-chlorophenyl)-2-hydroxyethyl)-6-(2-((tetrahydrofuran-3-yl)amino)pyrimidin-4-yl)isoindolin-1-one ClC=1C=C(C=CC1)C(CO)N1C(C2=CC(=CC=C2C1)C1=NC(=NC=C1)NC1COCC1)=O